4-chloro-7-methoxy-6-((tetrahydro-2H-pyran-4-yl)oxy)quinazoline ClC1=NC=NC2=CC(=C(C=C12)OC1CCOCC1)OC